(1R,3R)-2,2-dimethyl-3-(2-methyl-1-propenyl)cyclopropanecarboxylic acid (1S)-3-(2Z)-(2-butenyl)-2-methyl-4-oxo-2-cyclopenten-1-yl ester C(\C=C/C)C1=C([C@H](CC1=O)OC(=O)[C@H]1C([C@@H]1C=C(C)C)(C)C)C